N=1C=2N(C=CC1)C=NC2 Imidazo[1,5-a]pyrimidine